(S)-1-(1-(4-fluorophenyl)-1H-pyrazol-3-yl)ethylamine hydrochloride Cl.FC1=CC=C(C=C1)N1N=C(C=C1)[C@H](C)N